[N+](=O)([O-])C=1C=C(COC2=CC=C(C=C2)B2OC(C)(C)C(C)(C)O2)C=CC1 4-(3-nitrobenzyloxy)phenylboronic acid pinacol ester